CO[Si](CCCCCCCCCCCC[Si](OC)(OC)OC)(OC)OC 1,12-bis(trimethoxysilyl)dodecane